tert-butyl N-(1-fluoro-3-methyl-4,5,6,7-tetrahydro-2-benzothiophen-5-yl)carbamate FC=1SC(=C2C1CCC(C2)NC(OC(C)(C)C)=O)C